C(N)(=O)C1=CC(=C(C=C1)C1=CC(=CC=C1)CN1[C@H](CCC1)C(=O)N[C@@H](C)C1=CC(=C(C(=O)O)C=C1)O)C 4-((S)-1-((R)-1-((4'-carbamoyl-2'-methyl-[1,1'-biphenyl]-3-yl)methyl)pyrrolidine-2-carboxamido)ethyl)-2-hydroxybenzoic acid